2-benzyl-2-azaspiro[3.3]heptan-6-yl (2R,5S)-4-(5-difluoromethanesulfonyl-pyrimidin-2-yl)-2,5-dimethylpiperazine-1-carboxylate FC(S(=O)(=O)C=1C=NC(=NC1)N1C[C@H](N(C[C@@H]1C)C(=O)OC1CC2(CN(C2)CC2=CC=CC=C2)C1)C)F